NC1=C(C=C(C=C1)C(NC1=CC(=CC=C1)C1=CC2=C(N(C=N2)C)C=C1C(F)(F)F)=O)N(C(OC(C)(C)C)=O)CCN(C)C tert-butyl (2-amino-5-((3-(1-methyl-6-(trifluoromethyl)-1H-benzo[d]imidazol-5-yl) phenyl)carbamoyl)phenyl)(2-(dimethylamino)ethyl)carbamate